2-bromo-2-(4-chloro-2-fluorophenyl)-1-(6-(trifluoromethyl)indolin-1-yl)-ethanone BrC(C(=O)N1CCC2=CC=C(C=C12)C(F)(F)F)C1=C(C=C(C=C1)Cl)F